(2-(3-azido-2,2-dimethylpropyl)-2'-fluoro-5'-methoxy-[1,1'-biphenyl]-4-yl)methanol N(=[N+]=[N-])CC(CC1=C(C=CC(=C1)CO)C1=C(C=CC(=C1)OC)F)(C)C